NCCOCCOCCC(=O)NC1=C(C(=O)NC2=NNC(=C2)C)C=CC=C1 2-(3-(2-(2-aminoethoxy)ethoxy)propan-amido)-N-(5-methyl-1H-pyrazol-3-yl)benzamide